2-(2,6-difluoro-4-((5-oxo-4-(4-(trifluoromethyl)phenyl)-4,5-dihydro-1H-1,2,4-triAzol-1-yl)methyl)phenoxy)-2-methylpropionic acid FC1=C(OC(C(=O)O)(C)C)C(=CC(=C1)CN1N=CN(C1=O)C1=CC=C(C=C1)C(F)(F)F)F